ClC=1C=CC2=C(N(C3=C(NC2=O)C=CC=C3)CCCNC/C=C/C(=O)OCC)C1 ethyl (E)-4-{[3-(3-chloro-11-oxo-10,11-dihydro-5H-dibenzo[b,e][1,4]diazepin-5-yl)propyl]amino}but-2-enoate